O=C1NC(CCC1N1C(C2=CC=CC(=C2C1=O)NCCCNC(COC=1C=C(C(=O)NC=2SC=C(N2)C2=NC=CC=C2)C=C(C1)C(=O)N1CCN(CC1)C)=O)=O)=O 3-(2-((3-((2-(2,6-dioxopiperidin-3-yl)-1,3-dioxoisoindolin-4-yl)amino)propyl)amino)-2-oxoethoxy)-5-(4-methylpiperazine-1-carbonyl)-N-(4-(pyridin-2-yl)thiazol-2-yl)benzamide